(R)-4-((6-bromopyridin-3-yl)methyl)-1-methyl-N-(1-methylcyclopropyl)-5-oxo-1,2,4,5-tetrahydroimidazo[1,2-a]quinazoline-7-sulfonamide BrC1=CC=C(C=N1)CN1C=2N(C3=CC=C(C=C3C1=O)S(=O)(=O)NC1(CC1)C)[C@@H](CN2)C